C1=C(C=C(C2=CC=CC=C12)C(=O)O)C1=CC2=CC=CC=C2C(=C1)C(=O)O.[Na].[Na] disodium 2,2'-binaphthyl-4,4'-dicarboxylic acid